C(C=C)(=O)N1[C@H](CN(CC1)C1=NC(=NC=2CC(CCC12)N1CCC2=CC=C(C=C12)O)N1CC(C1)N(C)C)CC#N 2-((2S)-1-Acryloyl-4-(2-(3-(dimethylamino)azetidin-1-yl)-7-(6-hydroxyindolin-1-yl)-5,6,7,8-tetrahydroquinazolin-4-yl)piperazin-2-yl)acetonitrile